FC(C=1C=C(C=CC1)NC(=O)C1=C(C=CC=C1)NC(OC(C)(C)C)=O)(F)F tert-Butyl 2-(3-(trifluoromethyl)phenylcarbamoyl)phenylcarbamate